(E)-6-oxonon-7-enoic acid O=C(CCCCC(=O)O)\C=C\C